1-(oxan-2-yl)-4-[7-(tributylstannyl)-1-[[2-(trimethylsilyl)ethoxy]methyl]-pyrazolo[3,4-c]pyridin-4-yl]pyrazole O1C(CCCC1)N1N=CC(=C1)C1=C2C(=C(N=C1)[Sn](CCCC)(CCCC)CCCC)N(N=C2)COCC[Si](C)(C)C